C=1(C(=CC=CC1)S(=O)(=O)[O-])S(=O)(=O)OCCCCCCCCCCCC.[Cs+] cesium dodecyl benzenedisulfonate